COC1=C(C(=CC=C1)OC)C1=CC(=NN1CC(C)C)C(=O)N[C@H](CC(=O)NC)CC(C)C (3S)-3-{[5-(2,6-dimethoxyphenyl)-1-(2-methylpropyl)-1H-pyrazol-3-yl]formamido}-N,5-dimethylhexanamide